C(CCCC=C)OC1=CC=C(C(=O)OC2=CC=C(C=C2)C2=CC=C(C=C2)OC(C2=CC=C(C=C2)OCCCCC=C)=O)C=C1 [1,1'-biphenyl]-4,4'-diyl bis(4-(hex-5-en-1-yloxy)benzoate)